(3-phosphonopropyl)sulfonyl-D-alanine P(=O)(O)(O)CCCS(=O)(=O)N[C@H](C)C(=O)O